N-[3-[1-methyl-2-(3-oxo-1H-1,2,4-triazol-2-yl)ethyl]phenyl]-6-(trifluoromethyl)pyridine-2-carboxamide CC(CN1NC=NC1=O)C=1C=C(C=CC1)NC(=O)C1=NC(=CC=C1)C(F)(F)F